2-((6-(2-iodophenoxy)hexyl)oxy)tetrahydro-2H-pyran IC1=C(OCCCCCCOC2OCCCC2)C=CC=C1